O=C1OC2=C(N1C)C=C(C=C2)C(=O)O 2-oxo-3-methyl-1,3-benzoxazole-5-formic acid